N[C@@H](C)C(=O)OCCCCC(=O)OCC1=CC=CC=C1 ((benzyloxy) carbonyl)-butyl L-alaninate